NC1=NC=C(C2=C1C(=NN2[C@@H]2CN(CC2)C(C=C)=O)C#CC2=C(C(=CC(=C2F)OC)OC)F)CNC (S)-1-(3-(4-amino-3-((2,6-difluoro-3,5-dimethoxyphenyl)ethynyl)-7-((methylamino)methyl)-1H-pyrazolo[4,3-c]pyridin-1-yl)pyrrolidin-1-yl)prop-2-en-1-one